(2S)-5-bromo-2,3-dihydro-2-hydroxy-1-oxo-1H-indene-2-carboxylic acid methyl ester COC(=O)[C@]1(C(C2=CC=C(C=C2C1)Br)=O)O